N1-(2-bromo-4-(trifluoromethyl)phenyl)benzene-1,2-diamine BrC1=C(C=CC(=C1)C(F)(F)F)NC=1C(=CC=CC1)N